cyclopropyl-1,4,5,6,7,8-hexahydropyrazolo[4,3-c]azepine C1(CC1)N1N=CC=2CNCCCC21